NC1=C(OC2C3C4=C(C2CC3)C=C(C=C4)OC4=C(C(=CC=C4)C)N)C=CC=C1C 3,6-bis(2-amino-3-methylphenoxy)benzonorbornene